C(C)OCCC1=C(CCC(C1C)C)C (2-ethoxyethyl)-1,3,4-trimethylcyclohex-1-ene